ClC1=CC=C(C=C1)C1=C(C[C@](CC1)(C)C=O)CN1CCN(CC1)C1=CC(=C(C(=O)OC)C=C1)OC=1C=C2C(=NC1)NC=C2 methyl 4-[4-[[(5R)-2-(4-chlorophenyl)-5-formyl-5-methyl-cyclohexen-1-yl]methyl]piperazin-1-yl]-2-(1H-pyrrolo[2,3-b]pyridin-5-yloxy)benzoate